C(C)(C)(C)NC(C(=O)C1=CC(=C2N1CCCCC2)C(=O)NC2=CC(=C(C=C2)F)Cl)=O 3-(2-(tert-butylamino)-2-oxoacetyl)-N-(3-chloro-4-fluorophenyl)-6,7,8,9-tetrahydro-5H-pyrrolo[1,2-a]azepine-1-carboxamide